2-[[2,5-difluoro-4-[6-[[6-(3-methyl-3-methylsulfonyl-but-1-ynyl)-3-pyridyl]methoxy]-2-pyridyl]phenyl]methyl]-3-(2-methoxyethyl)benzimidazole-5-carboxylic acid FC1=C(C=C(C(=C1)C1=NC(=CC=C1)OCC=1C=NC(=CC1)C#CC(C)(S(=O)(=O)C)C)F)CC=1N(C2=C(N1)C=CC(=C2)C(=O)O)CCOC